ClC=1C(=C(C=CC1)C1=NC(=C2N1C=CC=C2)C=2C(=NC=CC2)O)O 3-(3-(3-chloro-2-hydroxyphenyl)imidazo[1,5-a]Pyridin-1-yl)pyridin-2-ol